N-[(4'-cyclohexyl)-1,1'-biphenyl-4-yl]-N-(4-cyclohexylphenyl)-N-(spiro[cyclohexane-1,9'-[9H]-fluoren]-2'-yl)-amine C1(CCCCC1)C1=CC=C(C=C1)C1=CC=C(C=C1)N(C1=CC=2C3(C4=CC=CC=C4C2C=C1)CCCCC3)C3=CC=C(C=C3)C3CCCCC3